copper lead zinc tin [Sn].[Zn].[Pb].[Cu]